CN1N=CC=C1NCCC(=O)O 3-[(2-Methylpyrazol-3-yl)amino]propanoic acid